ClC(=O)OC(=O)C=1C(=CC=CC1)C toluoyl chloroformate